C1(CC1)OC1=CC=C2C=CN=C(C2=C1)CCNC(C)=O N-(2-(7-cyclopropoxyisoquinolin-1-yl)ethyl)acetamide